C(C1=CC=CC=C1)N1CCN(CCC1)C(=O)C1(CCN(CC1)C=1C=C(N=NC1)C1=C(C=CC=C1)O)C1=CC=CC=C1 2-{5-[4-(4-benzyl-1,4-diazepane-1-carbonyl)-4-phenylpiperidin-1-yl]pyridazin-3-yl}phenol